NN1C(N(N=C1CCC)C(=O)NC(C)(C)C)=O 4-amino-5-n-propyl-2-(1,1-dimethyl-ethyl-aminocarbonyl)-2,4-dihydro-3H-1,2,4-triazol-3-one